FC(C(=O)O)(F)F.FC=1C(=CC(=NC1)OC)[C@H](C(=O)N1C[C@]2(CC1)NC1=NC(=C(C=C1CC2)C2=NC=C(C=N2)F)C)C (2R)-2-(5-fluoro-2-methoxypyridin-4-yl)-1-[(2S)-6-(5-fluoropyrimidin-2-yl)-7-methyl-3,4-dihydro-1H-spiro[1,8-naphthyridine-2,3'-pyrrolidin]-1'-yl]propan-1-one, trifluoroacetate salt